tert-butyl 3-((2,2,2-trifluoro-N-(2-(4-fluorophenyl)cyclopropyl)acetamido)methyl)azetidine-1-carboxylate FC(C(=O)N(C1C(C1)C1=CC=C(C=C1)F)CC1CN(C1)C(=O)OC(C)(C)C)(F)F